1-(4-fluorophenyl)-3-{[2-(pyridin-2-yl)-6-(trifluoromethyl)pyrimidin-4-yl]amino}azetidin-2-one FC1=CC=C(C=C1)N1C(C(C1)NC1=NC(=NC(=C1)C(F)(F)F)C1=NC=CC=C1)=O